N-(1-Adamantylmethyl)-6-[4-[[3-(5-ethoxypyridin-3-yl)-5-(trifluoromethyl)phenyl]methyl]piperazin-1-yl]-N-methylpyridazine-3-carboxamide C12(CC3CC(CC(C1)C3)C2)CN(C(=O)C=2N=NC(=CC2)N2CCN(CC2)CC2=CC(=CC(=C2)C(F)(F)F)C=2C=NC=C(C2)OCC)C